OCC1=CC=C(OC2=CC=C3C(C(C=4C=CC=C2C43)=O)=O)C=C1 5-(4-hydroxymethyl-phenoxy)acenaphthenequinone